beta-butoxy nicotinate C(C1=CN=CC=C1)(=O)OOC(C)CC